methyl (S)-2-(4-(6-((4-chloro-2-fluorobenzyl)oxy)pyridine-2-yl)benzyl)-1-(oxetan-2-ylmethyl)-1H-benzo[d]imidazole-6-carboxylate ClC1=CC(=C(COC2=CC=CC(=N2)C2=CC=C(CC3=NC4=C(N3C[C@H]3OCC3)C=C(C=C4)C(=O)OC)C=C2)C=C1)F